FC(CN1C(=NC=2C1=NC(=CC2)C=2C=CN1N=C(N=CC12)NC1CC(C1)O)C)F 3-((5-(3-(2,2-Difluoroethyl)-2-methyl-3H-imidazo[4,5-b]pyridin-5-yl)pyrrolo[2,1-f][1,2,4]triazin-2-yl)amino)cyclobutan-1-ol